decylmethyl-(4-morpholinylphenyl)silane C(CCCCCCCCC)[SiH](C1=CC=C(C=C1)N1CCOCC1)C